OC[C@@H](CB(OB(O)C[C@H](CO)C=1C=NC=C(C1)C1=CC(=C(C=C1)OC)OCCC)O)C=1C=NC=C(C1)C1=CC(=C(C=C1)OC)OCCC bis((S)-3-hydroxy-2-(5-(4-methoxy-3-propoxyphenyl)pyridin-3-yl)propyl)diboronic acid